[Mg+2].P(=O)([O-])([O-])[O-].[V+5] vanadium phosphate magnesium